1-N'-(4-fluorophenyl)-1-N-[4-[7-(5-methylpyridin-3-yl)quinolin-4-yl]Oxyphenyl]Cyclopropane-1,1-dicarboxamide FC1=CC=C(C=C1)NC(=O)C1(CC1)C(=O)NC1=CC=C(C=C1)OC1=CC=NC2=CC(=CC=C12)C=1C=NC=C(C1)C